NC1=NN2C(C=C(C=C2)C=2C=C(C(=NC2)Cl)C(=O)NCC2=C(C=CC=C2)OC(F)(F)F)=N1 5-{2-amino-[1,2,4]triazolo[1,5-a]pyridin-7-yl}-2-chloro-N-{[2-(trifluoromethoxy)phenyl]methyl}pyridine-3-carboxamide